ClC1=NN(C2=NC(=NC=C21)NC=2C=C(C=CC2)CC(=O)OC)C methyl 2-(3-((3-chloro-1-methyl-1H-pyrazolo[3,4-d]pyrimidin-6-yl)amino)phenyl)acetate